P(=O)(O)(O)OC[C@@H]1[C@H]([C@H]([C@@H](O1)N1C=NC=2C(N)=NC=NC12)OP(=O)(O)O)O phosphoadenosine 5'-phosphate